6-benzyl-7,7-dimethyl-6,7-dihydro-5H-pyrrolo[3,4-d]pyrimidine-2,4(3H)-dione C(C1=CC=CC=C1)N1C(C=2NC(NC(C2C1)=O)=O)(C)C